F[C@@H]1COC2=CC(=CC=C2[C@H]1NC(C=C)=O)OC1=CC=C(C=C1)C(F)(F)F Trans-N-[3-fluoro-7-{4-(trifluoromethyl)phenoxy}chroman-4-yl]acrylamide